acetyl alcohol C(C)(=O)O